O.O.O.O.O(Cl)Cl.[Zr] zirconium oxychloride tetrahydrate